BrC1=CC=C(C=C1)C(NCC(OC)OC)([2H])[2H] N-((4-bromophenyl)methyl-d2)-2,2-dimethoxyethan-1-amine